(1S)-1-(4-fluorophenyl)propan-1-amine FC1=CC=C(C=C1)[C@H](CC)N